N-((5-benzyl-5-(((R)-3-methyl-1-((3aS,4S,6S,7aR)-3a,5,5-trimethylhexahydro-4,6-Methanobenzo[d][1,3,2]dioxaborol-2-yl)butyl)carbamoyl)-4,5-dihydroisoxazol-3-yl)methyl)-3-methylisoxazole C(C1=CC=CC=C1)C1(CC(=NO1)CN1OC=CC1C)C(N[C@@H](CC(C)C)B1O[C@@]2([C@H](O1)C[C@H]1C([C@@H]2C1)(C)C)C)=O